N-(3-(5-chloro-2-methoxyphenyl)-1-(2-(cyclopropylamino)-2-oxoethyl)-1H-pyrazol-4-yl)pyrazolo[1,5-a]pyrimidine-3-carboxamide ClC=1C=CC(=C(C1)C1=NN(C=C1NC(=O)C=1C=NN2C1N=CC=C2)CC(=O)NC2CC2)OC